4-((5-fluoro-2-((3-fluoro-4-(4-methylpiperazin-1-yl)phenyl)amino)pyrimidin-4-yl)amino)benzoic acid methyl ester COC(C1=CC=C(C=C1)NC1=NC(=NC=C1F)NC1=CC(=C(C=C1)N1CCN(CC1)C)F)=O